O1C(COCC1)COC1=CC=CC2=C3N(N=C12)CC(N1C3=CC(C(=C1)C(=O)O)=O)C(C)(C)C 10-((1,4-Dioxan-2-yl)methoxy)-6-(tert-butyl)-2-oxo-6,7-dihydro-2H-pyrido[2',1':3,4]pyrazino[1,2-b]indazole-3-carboxylic acid